(1,3-dimesityl-2-imidazolidinylidene)ruthenium C1(=C(C(=CC(=C1)C)C)N1C(N(CC1)C1=C(C=C(C=C1C)C)C)=[Ru])C